[Pd](Cl)Cl.C1(=CC=CC=C1)P([C-]1C=CC=C1)C1=CC=CC=C1.[C-]1(C=CC=C1)P(C1=CC=CC=C1)C1=CC=CC=C1.[Fe+2].[Pd] palladium (1,1'-bis(diphenylphosphino)ferrocene) palladium (II) dichloride